NC1=NC=C(C=C1O[C@H](C)C=1C=C(C=CC1)NC(C1=CC(=CC=C1)C)=O)Cl (R)-N-(3-(1-((2-amino-5-chloropyridin-3-yl)oxy)ethyl)phenyl)-3-methylbenzamide